NC=1N=C(C=C2C=C(N=CC12)NC(=O)[C@H]1[C@H](C1)C#N)Cl |r| (±)-cis-N-(8-amino-6-chloro-2,7-naphthyridin-3-yl)-2-cyanocyclopropanecarboxamide